C1(=CC(=CC2=CC=CC=C12)C(=O)O)C(=O)O 1,3-naphthalenedicarboxylic acid